N-(3-chlorophenyl)-N-(naphthalen-1-yl)dibenzo[b,d]Furan-1-amine ClC=1C=C(C=CC1)N(C1=CC=CC=2OC3=C(C21)C=CC=C3)C3=CC=CC2=CC=CC=C32